racemic-trans-2-(hydroxymethyl)cyclopropanecarbonitrile OC[C@H]1[C@@H](C1)C#N |r|